2-(2-(2-(2-hydroxyethoxy)ethoxy)-ethoxy)carbonyl-[2H]-naphtho[1,2-b]pyran OCCOCCOCCOC(=O)C1C=CC2=C(O1)C1=CC=CC=C1C=C2